C(C)OC(=O)C=1N=C2N(C=C(C=N2)Br)C1 6-Bromoimidazo[1,2-a]pyrimidine-2-carboxylic acid ethyl ester